O=C1NC(CCC1C=1C(=C2C(NC(C2=CC1)=O)=O)NCCCCC(=O)N1CCN(CC1)C1=CC=C(C=C1)NC1=NN2C(C=CC=C2C2=CC=C(C=C2)S(=O)(=O)C)=N1)=O (2,6-dioxo-piperidin-3-yl)-4-[5-(4-{4-[5-(4-methanesulfonyl-phenyl)-[1,2,4]triazolo[1,5-a]pyridin-2-ylamino]-phenyl}-piperazin-1-yl)-5-oxo-pentylamino]-isoindole-1,3-dione